(S)-2-(5-((1-(dibenzo[b,d]furan-2-yl)ethyl)amino)-6-oxo-2-phenylpyrimidin-1(6H)-yl)-acetic acid C1=C(C=CC=2OC3=C(C21)C=CC=C3)[C@H](C)NC3=CN=C(N(C3=O)CC(=O)O)C3=CC=CC=C3